BrC1=C(C=C(CNC2CC2)C=C1)F N-(4-bromo-3-fluorobenzyl)cyclopropylamine